N-(7-([1,1'-biphenyl]-3-ylmethyl)-6-isobutyryl-1-oxa-6-azaspiro[3.4]octan-8-yl)methanesulfonamide C1(=CC(=CC=C1)CC1N(CC2(CCO2)C1NS(=O)(=O)C)C(C(C)C)=O)C1=CC=CC=C1